2,4-Dimethyl-2-(5,6,7,8-tetrahydro-5,5,8,8-tetramethyl-2-naphthalenyl)-1,3-dioxolan CC1(OCC(O1)C)C1=CC=2C(CCC(C2C=C1)(C)C)(C)C